ClC=1C(=CC(N(N1)CC)=O)C 6-chloro-2-ethyl-5-methylpyridazin-3-one